FC1=C2C(NC(=NC2=CC(=C1)OCC1CCNCC1)CSC1CCOCC1)=O 5-fluoro-7-(piperidin-4-ylmethoxy)-2-(((tetrahydro-2H-pyran-4-yl)thio)methyl)quinazolin-4(3H)-one